C1(CCCC1)C1=CC(=C(C(=O)N[C@H](C)\C=C\S(=O)(=O)C)C=C1)OC1=CC=CC=C1 |r| Rac-(R,E)-4-cyclopentyl-N-(4-(methylsulfonyl)but-3-en-2-yl)-2-phenoxybenzamide